COC(=O)C1=CNC=C(C1C1=CC(=C(C=C1)Cl)C(F)(F)F)C(=O)OC 4-(4-chloro-3-(trifluoromethyl)phenyl)-1,4-dihydropyridine-3,5-dicarboxylic acid dimethyl ester